5-fluoro-2-({1-[2-(5-Fluoro-2,3-dihydro-1H-isoindol-2-yl)-3,6-dimethyl-4-oxothieno[3,2-d]pyrimidin-7-yl]ethyl}amino)benzoic acid FC=1C=CC(=C(C(=O)O)C1)NC(C)C1=C(SC2=C1N=C(N(C2=O)C)N2CC1=CC=C(C=C1C2)F)C